3-(((2,6-bis(bis(2-methoxyethyl)amino)-8-(4-(1-methyl-1H-1,2,4-triazol-3-yl)piperazin-1-yl)pyrimido[5,4-d]pyrimidin-4-yl)amino)methyl)benzamide COCCN(C=1N=C(C2=C(N1)C(=NC(=N2)N(CCOC)CCOC)N2CCN(CC2)C2=NN(C=N2)C)NCC=2C=C(C(=O)N)C=CC2)CCOC